N-(14-amino-3,6,9,12-tetraoxatetradec-1-yl)-2-(2,5-dioxo-2,5-dihydro-1H-pyrrol-1-yl)acetamide NCCOCCOCCOCCOCCNC(CN1C(C=CC1=O)=O)=O